(8-(4-aminophenyl)-2-((S)-2,2-dimethylcyclopropane-1-carbonyl)-2,6-diazaspiro[3.4]octan-6-yl)(1-benzyl-1H-pyrazol-4-yl)methanone NC1=CC=C(C=C1)C1CN(CC12CN(C2)C(=O)[C@@H]2C(C2)(C)C)C(=O)C=2C=NN(C2)CC2=CC=CC=C2